4-[[3-[1-[[3-(cyclopropylmethyl)-1,2,4-oxadiazol-5-yl]methyl]-3-(trifluoromethyl)pyrazol-4-yl]imidazo[1,2-a]pyrazin-8-yl]amino]-2-fluoro-6-methyl-N-prop-2-ynylbenzamide C1(CC1)CC1=NOC(=N1)CN1N=C(C(=C1)C1=CN=C2N1C=CN=C2NC2=CC(=C(C(=O)NCC#C)C(=C2)C)F)C(F)(F)F